4-cyano-2-(((2-tosyl-hydrazino)methyl)phenyl)piperazine-1-carboxylic acid tert-butyl ester C(C)(C)(C)OC(=O)N1C(CN(CC1)C#N)C1=C(C=CC=C1)CNNS(=O)(=O)C1=CC=C(C)C=C1